CN(C=1C=C(C=CC1)C1=NN=CO1)C 5-[3-(dimethylamino)phenyl]-1,3,4-oxadiazol